C(C)(C)(C)P(C(C)(C)C)C(C)(C)C.[Pd] palladium (tri-tert-butylphosphine)